[Co].[W].[Ni] nickel tungsten-cobalt